C1(=CC=CC=C1)N1CCN2N=C(N=C21)C(=O)N[C@@H]2C(N(C=1N(CC2)N=C(C1)C)C)=O 4-phenyl-N-[(6S)-2,4-dimethyl-5-oxo-7,8-dihydro-6H-pyrazolo[1,5-a][1,3]diazepin-6-yl]-5,6-dihydroimidazo[1,2-b][1,2,4]triazole-2-carboxamide